3-methyl-1-(4-chloro-2-methylnaphthalene-1-yl)-1H-pyrrole-2,5-dione CC=1C(N(C(C1)=O)C1=C(C=C(C2=CC=CC=C12)Cl)C)=O